tert-butyl-4-(oleamidomethyl)piperidine C(C)(C)(C)N1CCC(CC1)CNC(CCCCCCC\C=C/CCCCCCCC)=O